N=1C=C(N2C1C=CC=C2)C(C)(C)N(C(=O)C2CNC2)C N-(2-(imidazo[1,2-a]pyridin-3-yl)propan-2-yl)-N-methylazetidine-3-carboxamide